6-oxoglucose O=C([C@H]([C@H]([C@@H]([C@H](C=O)O)O)O)O)O